ClC1=CC=C(C=C1)[C@H](C(=O)N1C2(CC2)CN(CC1)C=1C2=C(N=CN1)NC(C[C@H]2C)=O)CNC(C)C (R)-4-(4-((S)-2-(4-chlorophenyl)-3-(isopropylamino)propionyl)-4,7-diazaspiro[2.5]octan-7-yl)-5-methyl-5,8-dihydropyrido[2,3-d]pyrimidin-7(6H)-one